(S)-2-azido-N,N-dimethyl-3-phenyl-1-propylamine N(=[N+]=[N-])[C@H](CN(C)C)CC1=CC=CC=C1